FC1([C@@H](CN(CC1)C1=C(C(=O)N)C(=C(C=N1)C(F)(F)F)C)C)F (R)-2-(4,4-difluoro-3-methylpiperidin-1-yl)-4-methyl-5-(trifluoromethyl)nicotinamide